6,12-bis-(1H-indazol-5-yl)-2-{5-[(1S,4S)-2-oxa-5-azabicyclo[2.2.1]heptan-5-yl]pentyl}-9-oxa-2,4-diazatricyclo[8.4.0.0^{3,8}]tetradeca-1(10),3(8),4,6,11,13-hexaene N1N=CC2=CC(=CC=C12)C=1C=NC=2N(C=3C=CC(=CC3OC2C1)C=1C=C2C=NNC2=CC1)CCCCCN1[C@@H]2CO[C@H](C1)C2